3-(4-(Aminomethyl)-4-methylpiperidin-1-yl)-6-((2,3-dichlorophenyl)thio)pyrazin-2(1H)-on NCC1(CCN(CC1)C=1C(NC(=CN1)SC1=C(C(=CC=C1)Cl)Cl)=O)C